C(\C=C\C(=O)OCCC)(=O)OC1CCC(CC1)C(C)CC (4-sec-butylcyclohexyl) propyl fumarate